FC(C=1C=C2CC[C@@H](C2=CC1)N)(F)F (S)-5-trifluoromethyl-2,3-dihydro-1H-inden-1-amine